C(C1=CC=CC=C1)C1(CN(CC1)C(CC1=CC(=NO1)C)=O)C=1C=C2C=NN(C2=CC1C)C1=CC=C(C=C1)F 1-(3-benzyl-3-(1-(4-fluorophenyl)-6-methyl-1H-indazol-5-yl)pyrrolidin-1-yl)-2-(3-methylisoxazol-5-yl)ethan-1-one